(3-chlorophenyl)(2-(5-(trifluoromethyl)-1,2,4-oxadiazol-3-yl)-6,7-dihydrothieno[3,2-c]pyridin-5(4H)-yl)methanone ClC=1C=C(C=CC1)C(=O)N1CC2=C(CC1)SC(=C2)C2=NOC(=N2)C(F)(F)F